2-Cyclopent-2-enyl-N-(2,4-dimethyl-6-morpholin-4-yl-pyridin-3-yl)-acetamide C1(C=CCC1)CC(=O)NC=1C(=NC(=CC1C)N1CCOCC1)C